7-(4-bromo-3-chloro-benzoyl)-2-[4-(cyclopropoxy)phenyl]-N-[(2-fluoro-6-pyrazol-1-yl-phenyl)methyl]-3-oxo-6,8-dihydro-5H-imidazo[1,5-a]pyrazine-1-carboxamide BrC1=C(C=C(C(=O)N2CC=3N(CC2)C(N(C3C(=O)NCC3=C(C=CC=C3N3N=CC=C3)F)C3=CC=C(C=C3)OC3CC3)=O)C=C1)Cl